(2-Adamantan-1-yl-4-bromophenoxy)-acetic acid methyl ester COC(COC1=C(C=C(C=C1)Br)C12CC3CC(CC(C1)C3)C2)=O